3-iodo-2-propynyl butylcarbamate C(CCC)NC(OCC#CI)=O